C1(CCCCC1)N1/C(/SC=C1CO)=N/C(OCC)=O Ethyl (Z)-(3-cyclohexyl-4-(hydroxymethyl)thiazol-2(3H)-ylidene)carbamate